6-(2-aminoethyl)-7-bromo-N-(thiophen-2-ylmethyl)thieno[3,2-d][1,2,3]triazin-4-amine NCCC1=C(C=2N=NN=C(C2S1)NCC=1SC=CC1)Br